8-bromo-3,6-dimethyl-1H-quinazoline-2,4-dione BrC=1C=C(C=C2C(N(C(NC12)=O)C)=O)C